5-(Oxetan-3-yl)-N-((1R,3R,5S)-8-(((3aR,5S,6aS)-5-((4,4,4-trifluorobutyl)amino)Hexahydrocyclopenta[c]pyrrol-2(1H)-yl)sulfonyl)-8-azabicyclo[3.2.1]octan-3-yl)isoxazole-3-carboxamide O1CC(C1)C1=CC(=NO1)C(=O)NC1C[C@H]2CC[C@@H](C1)N2S(=O)(=O)N2C[C@@H]1[C@H](C2)CC(C1)NCCCC(F)(F)F